COC1=C(C=CC(=C1)OC)C=1SC=CN1 2-(2,4-dimethoxyphenyl)thiazole